N-[3-[2-(difluoromethoxy)-5-[1-[2-[(2S)-1-methylpyrrolidin-2-yl]ethyl]pyrazol-4-yl]sulfonyl-phenyl]-1-methyl-pyrazol-4-yl]pyrazolo[1,5-a]pyrimidine-3-carboxamide FC(OC1=C(C=C(C=C1)S(=O)(=O)C=1C=NN(C1)CC[C@H]1N(CCC1)C)C1=NN(C=C1NC(=O)C=1C=NN2C1N=CC=C2)C)F